1-[7-[8-ethyl-7-fluoro-3-(methoxymethoxy)-1-naphthyl]-4-methoxy-6,8-dihydro-5H-pyrido[3,4-d]pyrimidin-2-yl]-N,N-dimethyl-azetidin-3-amine C(C)C=1C(=CC=C2C=C(C=C(C12)N1CC=2N=C(N=C(C2CC1)OC)N1CC(C1)N(C)C)OCOC)F